N-methylethyleneimine CN=C=C